NCC=1C=CC=C2C(=NC(=NC12)NCC1=C(C(=CC=C1)Cl)F)N[C@H](C)C=1SC=CC1 (R)-8-(aminomethyl)-N2-(3-chloro-2-fluorobenzyl)-N4-(1-(thiophen-2-yl)ethyl)quinazoline-2,4-diamine